5-(4-((5-chloro-6-(2H-1,2,3-triazol-2-yl)pyridin-3-yl)carbamoyl)-5-(trifluoromethyl)-1H-pyrazol-1-yl)isoquinoline 2-oxide ClC=1C=C(C=NC1N1N=CC=N1)NC(=O)C=1C=NN(C1C(F)(F)F)C1=C2C=C[N+](=CC2=CC=C1)[O-]